C1(CCC1)CNC1=NC(=NC=C1C(=O)N)NC=1C=NN(C1)C 4-((cyclobutylmethyl)amino)-2-((1-methyl-1H-pyrazol-4-yl)amino)pyrimidin-5-carboxamide